3-ethyl-2,5-furandione C(C)C=1C(OC(C1)=O)=O